((S)-((S or R)-3-(2-(5-fluorothiophen-2-yl)ethyl)-1-(2-(6-methylpyridin-3-yl)propan-2-yl)pyrrolidin-3-yl)(pyridin-2-yl)methyl)-4-methylbenzenesulfonamide citrate C(CC(O)(C(=O)O)CC(=O)O)(=O)O.FC1=CC=C(S1)CC[C@@]1(CN(CC1)C(C)(C)C=1C=NC(=CC1)C)[C@H](C1=NC=CC=C1)C1=C(C=CC(=C1)C)S(=O)(=O)N |o1:21|